N1=C(C=CC=C1)SCCO 2-pyridin-2-ylsulfanylethanol